[Si](C)(C)(C(C)(C)C)OCCCOC1=NN(C=C1[N+](=O)[O-])C=1C(=NC=CC1)C 3-(3-(3-((tert-butyldimethylsilyl)oxy)propoxy)-4-nitro-1H-pyrazol-1-yl)2-methylpyridine